C(C)(C)C1=NC=CC=C1C1=NC=C2NC(N(C2=N1)CC1=CC=C(C=C1)C=1N(C=C(N1)C(F)(F)F)C)=O 2-(2-isopropylpyridin-3-yl)-9-(4-(1-methyl-4-(trifluoromethyl)-1H-imidazol-2-yl)benzyl)-7,9-dihydro-8H-purin-8-one